4-[(3S)-3-aminopyrrolidin-1-yl]-5-(4-benzylpiperazine-1-carbonyl)-3-(3,5-difluorophenyl)pyridine-2-carbonitrile N[C@@H]1CN(CC1)C1=C(C(=NC=C1C(=O)N1CCN(CC1)CC1=CC=CC=C1)C#N)C1=CC(=CC(=C1)F)F